rac-2-[[4-amino-5-(4-methoxybenzoyl)thiazol-2-yl]-[6-(difluoromethoxy)-3-pyridyl]amino]propanamide NC=1N=C(SC1C(C1=CC=C(C=C1)OC)=O)N([C@@H](C(=O)N)C)C=1C=NC(=CC1)OC(F)F |r|